N-[5-(benzhydrylideneamino)-4-fluoro-2-methylphenyl]-6-fluoropyrazolo[1,5-a]pyridine-3-carboxamide C(C1=CC=CC=C1)(C1=CC=CC=C1)=NC=1C(=CC(=C(C1)NC(=O)C=1C=NN2C1C=CC(=C2)F)C)F